C(C)(C)(C)OOC(C)CCC(C)OOC(C)(C)C 2,5-bis(tert-butyl-peroxy)hexane